4-(4-(2-Cyclopropylethyl)-2,6-dihydroxyphenyl)-1-ethyl-5-methylindolin-2-one C1(CC1)CCC1=CC(=C(C(=C1)O)C1=C2CC(N(C2=CC=C1C)CC)=O)O